(R)-4-bromo-3,5-dimethyl-2-(7-(1-methylpiperidin-3-yl)pyrazino[2,3-b]pyrazin-2-yl)phenol BrC1=C(C(=C(C=C1C)O)C=1C=NC=2C(=NC(=CN2)[C@H]2CN(CCC2)C)N1)C